NC=1N=CC2=C(N1)N(C(C(=C2)C=2C(=C(C=CC2F)NS(=O)(=O)C=2C(=NN(C2C)C)C)F)=O)C N-(3-(2-amino-8-methyl-7-oxo-7,8-dihydropyrido[2,3-d]pyrimidin-6-yl)-2,4-difluorophenyl)-1,3,5-trimethyl-1H-pyrazole-4-sulfonamide